C(C)OC(=O)C=1C(=NN(C1)C(C)=O)OCCOC(C)C 1-acetyl-3-[2-(prop-2-yloxy)ethoxy]-1H-pyrazole-4-carboxylic acid ethyl ester